6-acetyl-8-cyclopentyl-5-methyl-2-[(5-piperazin-1-yl-2-pyridinyl)amino]pyrido-[2,3-d]pyrimidin-7-one C(C)(=O)C1=C(C2=C(N=C(N=C2)NC2=NC=C(C=C2)N2CCNCC2)N(C1=O)C1CCCC1)C